NC[C@H]1N(CC2=CC=CC=C2C1)C(=O)C1=C(C=C(C=C1)F)C1=CC(=C(N1C)C)C(=O)N(C=1C=NN(C1)C)C1=CC=C(C=C1)O 5-(2-{[(3S)-3-(aminomethyl)-3,4-dihydroisoquinolin-2(1H)-yl]carbonyl}-5-fluorophenyl)-N-(4-hydroxyphenyl)-1,2-dimethyl-N-(1-methyl-1H-pyrazol-4-yl)-1H-pyrrole-3-carboxamide